2-mercaptomethyl-5-(3-mercaptopropyl)-1,4-dithiane SCC1SCC(SC1)CCCS